IC=1C=C(C2=C(N(C=N2)C)C1C(C)=O)C1=CC=C(C=C1)OC(F)(F)F 1-(6-iodo-1-methyl-4-(4-(trifluoromethoxy)phenyl)-1H-benzo[d]imidazol-7-yl)ethan-1-one